ClC1=C(C=CC=C1)OC[C@H](NC(CCC=C)=O)C(=O)O O-(2-chlorophenyl)-N-(pent-4-enoyl)-L-serine